N-(1-(5-(3-cyano-6-ethoxypyrazolo[1,5-a]pyridin-4-yl)pyridin-2-yl)-4-((4-ethylpiperazin-1-yl)methyl)piperidin-4-yl)isobutyramide C(#N)C=1C=NN2C1C(=CC(=C2)OCC)C=2C=CC(=NC2)N2CCC(CC2)(CN2CCN(CC2)CC)NC(C(C)C)=O